N-(9,9-dimethyl-9H-fluoren-2-yl)-4-[3-(dibenzo[f,h]quinoxalin-2-yl)phenyl]phenylamine CC1(C2=CC=CC=C2C=2C=CC(=CC12)NC1=CC=C(C=C1)C1=CC(=CC=C1)C1=NC2=C3C(=C4C(=C2N=C1)C=CC=C4)C=CC=C3)C